NC1=CC=CC=2N(N=NC21)[C@@H]2C[C@@H](CCC2)NC2=NC=C(C=N2)C#N 2-(((1R,3S)-3-(4-amino-1H-benzo[d][1,2,3]triazol-1-yl)cyclohexyl)amino)pyrimidine-5-carbonitrile